N,N-dimethyl-3-(5-methyl-2-piperidyl)Aniline CN(C1=CC(=CC=C1)C1NCC(CC1)C)C